N-chloro-alpha-aminoisobutyric acid ClNC(C(=O)O)(C)C